C(C)(C)C1=C(C=CC=C1)C1CN(CCN1)CC1=CC=C(C=C1)OC 3-(2-isopropylphenyl)-1-(4-methoxybenzyl)piperazine